N-[(3R)-1-(2-hydroxyethyl)-2-oxopyrrolidin-3-yl]-2-methyl-5-[(4-methyl-1,3-thiazol-5-yl)methoxy]-1-benzothiophene-3-carboxamide OCCN1C([C@@H](CC1)NC(=O)C1=C(SC2=C1C=C(C=C2)OCC2=C(N=CS2)C)C)=O